2-methoxy-N-(3-methyl-1-(2-(1-methylpiperidin-4-yl)ethyl)-1H-indazol-6-yl)-3-(pyridin-3-yl)benzamide 7-azaspiro[3.5]nonane-7-carboxylate C1CCC12CCN(CC2)C(=O)O.COC2=C(C(=O)NC1=CC=C3C(=NN(C3=C1)CCC1CCN(CC1)C)C)C=CC=C2C=2C=NC=CC2